NC1=CC=C(CN2C(CCCC2)=O)C=C1 1-(4-aminobenzyl)piperidin-2-one